NC1=NC=C(C=C1C#C[C@@H](O)C1CC1)CC (S)-3-(2-amino-5-ethylpyridin-3-yl)-1-cyclopropyl-2-propyn-1-ol